ethyl 7-oxo-7-[4-[3-[4-sulfamoyl-2-(trifluoromethylsulfonyl)anilino]propyl]piperazin-1-yl]heptanoate O=C(CCCCCC(=O)OCC)N1CCN(CC1)CCCNC1=C(C=C(C=C1)S(N)(=O)=O)S(=O)(=O)C(F)(F)F